biphenylenediphosphonite C=1(C(=CC=C2C3=CC=CC=C3C12)P([O-])[O-])P([O-])[O-]